C/C(/C=C)=C\CC=C(C)C (E)-3,7-dimethyloct-1,3,6-triene